OC[C@H](C1=CC=CC=C1)NC1=CC(=NC=C1C1=NC(=NO1)N1CCOCC1)NC1=CC=C2C(=N1)N(N(C2=O)CCC)C(C)C (S)-6-((4-((2-hydroxy-1-phenylethyl)amino)-5-(3-morpholino-1,2,4-oxadiazol-5-yl)pyridin-2-yl)amino)-1-isopropyl-2-propyl-1,2-dihydro-3H-pyrazolo[3,4-b]pyridin-3-one